IC=1C=C(C(=O)O)C=CC1C 3-iodo-4-methylbenzoic acid